methyl 4-(3-{[(benzyloxy) carbonyl] amino} prop-1-yn-1-yl)-1-methyl-1H-pyrazole-5-carboxylate C(C1=CC=CC=C1)OC(=O)NCC#CC=1C=NN(C1C(=O)OC)C